3,4,5-tris(2-((tert-butoxycarbonyl)amino)ethoxy)benzoic acid C(C)(C)(C)OC(=O)NCCOC=1C=C(C(=O)O)C=C(C1OCCNC(=O)OC(C)(C)C)OCCNC(=O)OC(C)(C)C